2-(5-(3-(dimethylamino)azetidin-1-yl)-1-methyl-1H-imidazo[4,5-b]pyrazin-2-yl)-3-methyl-5-(trifluoromethyl)phenol formate Salt C(=O)O.CN(C1CN(C1)C=1N=C2C(=NC1)N(C(=N2)C2=C(C=C(C=C2C)C(F)(F)F)O)C)C